2-Chloro-1-(4-(4-((1-(2-chlorophenyl)ethyl)amino)-6-(methylamino)-1,3,5-triazin-2-yl)-2-methylpiperazin-1-yl)ethan-1-one ClCC(=O)N1C(CN(CC1)C1=NC(=NC(=N1)NC(C)C1=C(C=CC=C1)Cl)NC)C